2-((2-chloro-4-methoxyphenyl)amino)-1-(4-(5-(chlorodifluoromethyl)-1,2,4-oxadiazol-3-yl)phenyl)ethan-1-one ClC1=C(C=CC(=C1)OC)NCC(=O)C1=CC=C(C=C1)C1=NOC(=N1)C(F)(F)Cl